2-azido-N-(2-(2,6-dioxopiperidin-3-yl)-1,3-dioxoisoindolin-4-yl)acetamide N(=[N+]=[N-])CC(=O)NC1=C2C(N(C(C2=CC=C1)=O)C1C(NC(CC1)=O)=O)=O